(S)-1-(3-((6-((5-methylthiazol-2-yl)amino)-4-(morpholinomethyl)pyridin-2-yl)amino)piperidine-1-yl)prop-2-en-1-one-hydrochloride Cl.CC1=CN=C(S1)NC1=CC(=CC(=N1)N[C@@H]1CN(CCC1)C(C=C)=O)CN1CCOCC1